1,5-diazabicyclonon-5-ene N1(CCCN=CCCC1)C1CCCCCCCC1